rac-N-(6-amino-5-methylpyridin-3-yl)-2-oxo-2-((2R,5S)-2-phenyl-5-(trifluoromethyl)piperidin-1-yl)Acetamide NC1=C(C=C(C=N1)NC(C(N1[C@H](CC[C@@H](C1)C(F)(F)F)C1=CC=CC=C1)=O)=O)C |r|